1,1-bis-(4-hydroxyphenyl)-3,3-dimethylcyclohexane OC1=CC=C(C=C1)C1(CC(CCC1)(C)C)C1=CC=C(C=C1)O